ClC=1C(=C(C=C(C1)Cl)C1=CC(=C(C=C1)S(=O)(=O)C)F)NS(=O)(=O)C=1C=NC=C(C1)OC N-[3,5-dichloro-3'-fluoro-4'-(methylsulfonyl)[1,1'-biphenyl]-2-yl]-5-methoxypyridine-3-sulfonamide